3-(7-((1-(2,4-dimethyloxazole-5-carbonyl)piperidin-4-yl)oxy)-1-methyl-1H-indazol-3-yl)piperidine-2,6-dione CC=1OC(=C(N1)C)C(=O)N1CCC(CC1)OC=1C=CC=C2C(=NN(C12)C)C1C(NC(CC1)=O)=O